COCCOC1=CC=C2C(=NNC2=C1)C1=CC(=NO1)C1=CC=C(C=C1)C(=O)N1CCN(CC1)C1COC1 6-(2-methoxyethoxy)-3-(3-{4-[4-(oxetan-3-yl)piperazine-1-carbonyl]phenyl}-1,2-oxazol-5-yl)-1H-indazole